N-((2-(2,6-dioxopiperidin-3-yl)-1-oxoisoindol-5-yl)methyl)-2,2-difluoro-2-(5-methylpyridin-2-yl)acetamide O=C1NC(CCC1N1C(C2=CC=C(C=C2C1)CNC(C(C1=NC=C(C=C1)C)(F)F)=O)=O)=O